C(C)(C)(C)OC(=O)N1CCN(CC1)C1=C(N(C=2N(C1=O)N=C(N2)Br)CC(=O)NC2=CC=C(C=C2)SC([2H])([2H])[2H])CC 4-(2-bromo-5-ethyl-4-(2-((4-((methyl-d3)thio)phenyl)amino)-2-oxoethyl)-7-oxo-4,7-dihydro-[1,2,4]triazolo[1,5-a]pyrimidin-6-yl)piperazine-1-carboxylic acid tert-butyl ester